7-morpholino-5-[4-[[5-(2-morpholinoethoxy)pyrimidin-2-yl]amino]cyclohexoxy]-1,6-naphthyridin-3-ol O1CCN(CC1)C1=NC(=C2C=C(C=NC2=C1)O)OC1CCC(CC1)NC1=NC=C(C=N1)OCCN1CCOCC1